N-(3-methoxy-4-nitrophenyl)-N-methylmethanesulfonamide COC=1C=C(C=CC1[N+](=O)[O-])N(S(=O)(=O)C)C